CC(=O)N[C@@H]1[C@H]([C@@H]([C@H](O[C@H]1O[C@@H]2[C@H](OC([C@@H]([C@H]2O)NC(=O)C)O)CO)CO)O[C@H]3[C@H]([C@H]([C@@H]([C@H](O3)CO[C@@H]4[C@H]([C@H]([C@@H]([C@H](O4)CO[C@@H]5[C@H]([C@H]([C@@H]([C@H](O5)CO)O)O)O)O)O[C@@H]6[C@H]([C@H]([C@@H]([C@H](O6)CO)O)O)O[C@@H]7[C@H]([C@H]([C@@H]([C@H](O7)CO)O)O)O)O)O)O[C@@H]8[C@H]([C@H]([C@@H]([C@H](O8)CO)O)O)O[C@@H]9[C@H]([C@H]([C@@H]([C@H](O9)CO)O)O)O[C@@H]1[C@H]([C@H]([C@@H]([C@H](O1)CO)O)O)O)O)O The molecule is a branched ten-membered mannooligosaccharide derivative consisting of eight D-mannosyl residues and two N-acetylglucosamine residues, one of which is at the reducing end. It is a N-glycan derivative and a high-mannose oligosaccharide.